C(C)(C)N1OC([C@H]2[C@H]1[C@H](C[C@H](C2)C2=CC=CC=C2)C)(C)C |r| rac-(3aR,5R,7S,7aR)-1-isopropyl-3,3,7-trimethyl-5-phenyloctahydro-benzo[c]isoxazole